C(CCC)(=O)NC1=CC2=NC3=C(C=CC=C3C2=CC=C1)CN 7-(butanoyl)amino-4-aminomethylcyclohepta-[7,6-b]indole